ClC1=CC=C(OCC=2N=NN(C2)[C@H](C(=O)N2[C@@H](C[C@H](C2)O)C(=O)NC)C(C)(C)C)C=C1 (2S,4R)-1-[(2S)-2-[4-[(4-chlorophenoxy)methyl]triazol-1-yl]-3,3-dimethyl-butanoyl]-4-hydroxy-N-methyl-pyrrolidine-2-carboxamide